O7-[2,2-bis(hydroxymethyl)-3-[7-[(Z)-oct-3-enoxy]-7-oxo-heptanoyl]oxy-propyl] O1-[(Z)-oct-3-enyl] heptanedioate C(CCCCCC(=O)OCC(COC(CCCCCC(=O)OCC\C=C/CCCC)=O)(CO)CO)(=O)OCC\C=C/CCCC